5-((1-(2,2-Difluoroethyl)-4-methyl-1H-pyrazol-3-yl)amino)-N-(3-hydroxy-2,6-dimethylphenyl)-1,3,4-thiadiazole-2-carboxamide FC(CN1N=C(C(=C1)C)NC1=NN=C(S1)C(=O)NC1=C(C(=CC=C1C)O)C)F